C(C)C(COC(C=1C(O)=CC=CC1)=O)CCCC salicylic acid-2-ethylhexylester